phenyltellurium C1(=CC=CC=C1)[Te]